NC1=NC=C(C=C1C1=CC=NC=C1)C=1C=C2N(N1)CC[C@]21CN(CC1)C(=O)NCC |r| (rac)-2'-(2-amino[3,4'-bipyridin]-5-yl)-N-ethyl-5',6'-dihydrospiro[pyrrolidine-3,4'-pyrrolo[1,2-b]pyrazole]-1-carboxamide